3-(dimethylsulfamoyl)-4-fluorobenzoic acid CN(S(=O)(=O)C=1C=C(C(=O)O)C=CC1F)C